2-(4-bromophenyl)-6-((2-fluoro-4-(trifluoromethyl)phenyl)carbamoyl)-4-(methoxymethyl)cyclohexane BrC1=CC=C(C=C1)C1CC(CC(C1)COC)C(NC1=C(C=C(C=C1)C(F)(F)F)F)=O